C(C)(=O)O[C@@]1([C@H](OC[C@]([C@@]1(O)OC(C)=O)(O)OC(C)=O)Br)O 2,3,4-triacetoxy-α-D-xylopyranosyl bromide